C(C)(C)(C)PC1=C(C=CC=C1)C1=C(C=C(C=C1C(C)C)C(C)C)C(C)C 2-tert-butylphosphino-2',4',6'-triisopropylbiphenyl